P(=O)(OCC)(OCC)OCC(F)(F)F diethyl (2,2,2-trifluoroethyl) phosphate